C1OCC2=CC(=CC=C12)NC(=O)C=1NC(=CN1)C1=CC(=CC=C1)OC1=CC=CC=C1 N-(1,3-dihydro-5-isobenzofuranyl)-5-(m-phenoxyphenyl)-1H-imidazole-2-carboxamide